heptyloxy-2,4-diaminobenzene C(CCCCCC)OC1=C(C=C(C=C1)N)N